(S)-2-[4-bromo-2-(5-imidazolyl)phenoxy]propionic acid BrC1=CC(=C(O[C@H](C(=O)O)C)C=C1)C1=CN=CN1